BrC=1C=C2CCC(C2=CC1)NC(CC)=O N-(5-bromo-2,3-dihydro-1H-inden-1-yl)propanamide